Tert-butyl 3-{[2-(4-isopropylphenyl) imidazo[1,2-a]pyrimidin-3-yl] methyl}-3,8-diazabicyclo[3.2.1]octane-8-carboxylate C(C)(C)C1=CC=C(C=C1)C=1N=C2N(C=CC=N2)C1CN1CC2CCC(C1)N2C(=O)OC(C)(C)C